6-bromo-5-methyl-2,3-dihydro-1-benzofuran-7-amine BrC1=C(C2=C(CCO2)C=C1C)N